4-((2r,4r)-4-ethoxy-1-(5-methyl-1,6-dihydro-2H-furo[3,2-e]indol-1-yl)piperidin-2-yl)benzoic acid C(C)O[C@H]1C[C@@H](N(CC1)C1COC=2C1=C1C=CNC1=C(C2)C)C2=CC=C(C(=O)O)C=C2